(6-bromo-1-methyl-1H-indazol-3-yl)methanol BrC1=CC=C2C(=NN(C2=C1)C)CO